COC=1C(=CC=C2C=NN(C12)C1OCCCC1)NC(OC(C)(C)C)=O tert-butyl (7-methoxy-1-(tetrahydro-2H-pyran-2-yl)-1H-indazol-6-yl)carbamate